2-(1-(2-((3-cyano-4,5,6,7-tetrahydrobenzo[b]thiophen-2-yl)amino)-2-oxoethyl)cyclobutyl)acetic acid C(#N)C=1C2=C(SC1NC(CC1(CCC1)CC(=O)O)=O)CCCC2